(2R,3R)-2-(2,5-difluorophenyl)-3-(phenethyldisulfanyl)-1-(1H-1,2,4-triazol-1-yl)butan-2-ol FC1=C(C=C(C=C1)F)[C@@](CN1N=CN=C1)([C@@H](C)SSCCC1=CC=CC=C1)O